CC(C(C(C)(C)C)C)[O-] methyl-2,3,3-trimethylbutanolate